CC(CC)NC(COC1=C(C(=CC=C1)Cl)C=O)=O N-(BUTAN-2-YL)-2-(3-CHLORO-2-FORMYLPHENOXY)ACETAMIDE